tert-butyl (2S,4R)-2-(((S)-(5-bromo-6-fluoropyridin-2-yl)(phenyl)methyl)carbamoyl)-4-fluoropyrrolidine-1-carboxylate BrC=1C=CC(=NC1F)[C@H](C1=CC=CC=C1)NC(=O)[C@H]1N(C[C@@H](C1)F)C(=O)OC(C)(C)C